C(C)C1(C=CC=C1)[Sn]C1(C=CC=C1)CC bis(ethylcyclopentadienyl)tin